CC1([C@H](C1)C(=O)N1CC2(C1)CN(C[C@H]2C(=O)N2C(OC[C@H]2C2=CC=CC=C2)=O)C(=O)C2=NC=C(N=C2)O)C (R)-3-((S)-2-((S)-2,2-dimethylcyclopropane-1-carbonyl)-6-(5-hydroxypyrazine-2-carbonyl)-2,6-diazaspiro[3.4]octane-8-carbonyl)-4-phenyloxazolidin-2-one